3-bromo-1,5-dimethylpyridin-2(1H)-one BrC=1C(N(C=C(C1)C)C)=O